FC1=NC=CC(=C1)N1CCCCC1 N-(2-fluoro-pyridin-4-yl)piperidine